COC(=O)[C@H]1NC1 (S)-aziridine-2-carboxylic acid methyl ester